ClC=1C(=C(C=CC1)O)C1=C(C2=C(CN3[C@@H](CO2)CNCC3)C=C1OCCN1CCCCC1)F 3-Chloro-2-{(12aR)-10-fluoro-8-[2-(piperidin-1-yl)ethoxy]-1,2,3,4,12,12a-hexahydro-6H-pyrazino[2,1-c][1,4]benzooxazepin-9-yl}phenol